(R)-3-(trifluoromethyl)morpholine FC([C@@H]1NCCOC1)(F)F